N1(N=NC=C1)CC1OCC(C(C1O)O)O 2-((1H-1,2,3-triazol-1-yl)methyl)tetrahydro-2H-pyran-3,4,5-triol